CN(CC(O)C1=CC=CS1)C 5-(2-(dimethylamino)-1-hydroxyethyl)thiophen